(S)-2-((S)-2-acetamido-3-phenylpropanamido)-6-diazo-N-(4-fluorobenzyl)-5-oxohexanamide C(C)(=O)N[C@H](C(=O)N[C@H](C(=O)NCC1=CC=C(C=C1)F)CCC(C=[N+]=[N-])=O)CC1=CC=CC=C1